chloromethyl 2-(2-methoxyethoxy)acetate COCCOCC(=O)OCCl